1-(4-(4-(1-(4-(4-((1R,2S)-6-hydroxy-2-phenyl-1,2,3,4-tetrahydronaphthalen-1-yl)phenyl)piperazine-1-carbonyl)piperidin-4-yl)piperazin-1-yl)phenyl)dihydropyrimidine-2,4(1H,3H)-dione OC=1C=C2CC[C@@H]([C@@H](C2=CC1)C1=CC=C(C=C1)N1CCN(CC1)C(=O)N1CCC(CC1)N1CCN(CC1)C1=CC=C(C=C1)N1C(NC(CC1)=O)=O)C1=CC=CC=C1